F[B-](F)(F)F.C(CCCCC)[N+]1=CC=CC=C1 1-hexylpyridin-1-ium tetrafluoroborate